C(N)(=O)C1=CC(=C(C=C1)NC(=O)[C@H]1[C@@H]([C@]2(CNC3=C2C=NC(=C3)Cl)[C@@H](N1)CC(C)(C)C)C1=C(C(=CC=C1)Cl)F)OC (2S,3S,4S,5R)-N-(4-carbamoyl-2-methoxyphenyl)-6'-chloro-4-(3-chloro-2-fluorophenyl)-2-neopentyl-1',2'-dihydrospiro[pyrrolidine-3,3'-pyrrolo[3,2-c]pyridine]-5-carboxamide